6-(4-(3-aminopropylsulfonyl)phenyl)-4-(2-(2-cyano-4,4-difluoropyrrolidin-1-yl)-2-oxoethylcarbamoyl)quinoline 1-oxide 4-methylbenzenesulfonate CC1=CC=C(C=C1)S(=O)(=O)O.NCCCS(=O)(=O)C1=CC=C(C=C1)C=1C=C2C(=CC=[N+](C2=CC1)[O-])C(NCC(=O)N1C(CC(C1)(F)F)C#N)=O